(methyl) carbamate (methyl)carbamate CNC(O)=O.C(N)(OC)=O